C(C)OC(CCC(C)(C)C)=O 4,4-dimethylpentanoic acid ethyl ester